1,6-dihydro-1,2,4,5-tetrazine N1N=CN=NC1